FCC(=O)N1CCC(CC1)(C=1C=C2C(=CC=NC2=CC1)N[C@H](C)C1=C(C(=CC=C1)C(F)(F)F)C)OC (R)-2-fluoro-1-(4-methoxy-4-(4-((1-(2-methyl-3-(trifluoromethyl)phenyl)ethyl)amino)quinolin-6-yl)piperidin-1-yl)ethan-1-one